N2-(2-((4-(2,4-Dichlorophenyl)-5-(1H-imidazol-2-yl)pyrimidin-2-yl)amino)ethyl)-5-nitropyridine-2,6-diamine ClC1=C(C=CC(=C1)Cl)C1=NC(=NC=C1C=1NC=CN1)NCCNC1=NC(=C(C=C1)[N+](=O)[O-])N